COC1=C(C2=C(C=N1)C=NN2C)NS(=O)(=O)C=2C=NNC2 N-{6-methoxy-1-methylpyrazolo[4,3-c]pyridin-7-yl}-1H-pyrazole-4-sulfonamide